BrC=1C=C2C(=NN(C2=CC1)C1OCCCC1)C1(CC1)C 5-bromo-3-(1-methylcyclopropyl)-1-(tetrahydro-2H-pyran-2-yl)-1H-indazole